OCCCC1=CC=C(OC2S(CC2)(=O)=O)C=C1 (4-(3-hydroxypropyl)phenoxy)thietane 1,1-dioxide